THIOLACTATE C(C(O)C)(=S)[O-]